BrC1=CC=C(O1)C(=O)N1CC2=C(NC=3C=CC(=CC23)C)CC1 (5-Bromo-2-furyl)-(8-methyl-1,3,4,5-tetrahydropyrido[4,3-b]indol-2-yl)methanone